tetrahydropyran-3-carboxylic acid O1CC(CCC1)C(=O)O